1,1'-methylenebis(7-(((S)-5,7-difluorochroman-4-yl)oxy)-N,N,2-trimethyl-1H-benzo[d]imidazole-5-carboxamide) C(N1C(=NC2=C1C(=CC(=C2)C(=O)N(C)C)O[C@H]2CCOC1=CC(=CC(=C21)F)F)C)N2C(=NC1=C2C(=CC(=C1)C(=O)N(C)C)O[C@H]1CCOC2=CC(=CC(=C12)F)F)C